N-[3-chloro-4-[4-(piperidine-4-carbonyl)piperazine-1-carbonyl]phenyl]-1-methyl-5-(3-phenyl-1H-pyrazol-4-yl)imidazole-2-carboxamide ClC=1C=C(C=CC1C(=O)N1CCN(CC1)C(=O)C1CCNCC1)NC(=O)C=1N(C(=CN1)C=1C(=NNC1)C1=CC=CC=C1)C